COC1=C(C=CC(=C1)C=CC(CC(C=CC1=CC(=C(C=C1)O)OC)=O)=O)[O-] 2-methoxy-4-[3,5-dioxo-7-(4-hydroxy-3-methoxyphenyl)hepta-1,6-dieneyl]phenolate